NC(=O)C1=CC=CC2=CN(N=C12)C1=CC=C(CNC(=O)C2C[NH+](CCC2)C)C=C1 3-[({4-[7-(aminocarbonyl)-2H-indazole-2-yl]benzyl}amino)carbonyl]-1-methylpiperidinium